6-fluoro-4-(2-(((2R,7aS)-2-fluorotetrahydro-1H-pyrrolizin-7a(5H)-yl)methoxy)-5-(pyrrolidin-1-yl)pyrido[4,3-d]pyrimidin-7-yl)-5-((triisopropylsilyl)ethynyl)naphthalen-2-ol FC=1C(=C2C(=CC(=CC2=CC1)O)C1=CC=2N=C(N=CC2C(=N1)N1CCCC1)OC[C@]12CCCN2C[C@@H](C1)F)C#C[Si](C(C)C)(C(C)C)C(C)C